FC=1C=C(C=C(C1C)NC(=O)C1=CN=C2N1C=CC=C2)C2=NC(=NO2)N2CC(N(CC2)C(=O)OC)C methyl 4-(5-(3-fluoro-5-(imidazo[1,2-a]pyridine-3-carboxamido)-4-methylphenyl)-1,2,4-oxadiazol-3-yl)-2-methylpiperazine-1-carboxylate